COC(CC1=CC(=CC=C1)N1CCOCC1)=O [3-(morpholin-4-yl)phenyl]acetic acid methyl ester